4-(2-(3-fluoro-4-methoxyphenyl)-5-(piperidin-4-ylamino)-1H-indol-1-yl)benzonitrile FC=1C=C(C=CC1OC)C=1N(C2=CC=C(C=C2C1)NC1CCNCC1)C1=CC=C(C#N)C=C1